2-[3-(3-ethoxy-3-oxo-propyl)-2-fluoro-phenyl]propanoic acid C(C)OC(CCC=1C(=C(C=CC1)C(C(=O)O)C)F)=O